(3,5-dimethyl-1H-pyrazol-1-yl)cyclohexan-1-one CC1=NN(C(=C1)C)C1C(CCCC1)=O